N[C@@H](C(=O)NC1=CC=C(C=C1)C1=C2C(=NC=C1)NC=C2)CCC(F)(F)F (2R)-2-Amino-5,5,5-trifluoro-N-[4-(1H-pyrrolo[2,3-b]pyridin-4-yl)phenyl]pentanamide